OC1=C(C=C(C=C1C(C)(C)CC)C(C)(C)CC)N1N=C2C(=N1)C=CC=C2 2-(2'-hydroxy-3',5'-di-t-pentylphenyl)benzotriazole